2-methyl-N-[3-methyl-1-(oxetan-3-yl)pyrazolo[3,4-d]pyrimidin-6-yl]-3,4-dihydro-1H-isoquinolin-7-amine CN1CC2=CC(=CC=C2CC1)NC1=NC=C2C(=N1)N(N=C2C)C2COC2